Cl.FC1=CC=C(C(=O)NC2=NN(C3=C(C=CC=C23)F)CC#C)C=C1 4-Fluoro-N-(7-fluoro-1-(prop-2-yn-1-yl)-1H-indazol-3-yl)benzamide hydrochloride